(E)-4-(2-nitropropenyl)pyridine Gadolinium (III) Acetate C(C)(=O)[O-].[Gd+3].[N+](=O)([O-])/C(=C/C1=CC=NC=C1)/C.C(C)(=O)[O-].C(C)(=O)[O-]